FC(C1=NC(=NC(=N1)C(F)(F)F)N1[C@H](C=2NC3=CC=C(C=C3C2CC1)Cl)CC(CO)CO)(F)F 2-({(1S)-2-[4,6-bis(trifluoromethyl)-1,3,5-triazin-2-yl]-6-chloro-2,3,4,9-tetrahydro-1H-pyrido[3,4-b]indol-1-yl}methyl)propane-1,3-diol